(R)-3-(4-bromophenoxy)pyrrolidin-2-one BrC1=CC=C(O[C@H]2C(NCC2)=O)C=C1